C(CC(C)CCCC(C)CCCC(C)CCCC(C)C)OCCC(C)CCCC(C)CCCC(C)CCCC(C)C phytanyl ether